ClC1=CC=C(OC2=CC=C(C(=O)NC3=CC=C(C=C3)[C@@H]3CNCCO3)C=C2)C=C1 |r| (RS)-4-(4-Chlorophenoxy)-N-(4-(morpholin-2-yl)phenyl)benzamide